4-{2,6-difluoro-4-[(5R)-5-(hydroxymethyl)-2-oxo-1,3-oxazolidin-3-yl]phenyl}-4-methyl-1λ6-thiane-1,1-dione FC1=C(C(=CC(=C1)N1C(O[C@H](C1)CO)=O)F)C1(CCS(CC1)(=O)=O)C